COC1=C(OC(C(=O)OC(C)(C)C)(C)C)C(=CC(=C1)\C=C\C(=O)C=1OC2=C(C1)C=CC(=C2)SC)OC tert-butyl (E)-2-(2,6-dimethoxy-4-(3-(6-(methylthio)benzofuran-2-yl)-3-oxoprop-1-en-1-yl)phenoxy)-2-methylpropanoate